5-chloro-1-(2-((2-(3-chloro-2-fluorophenylmethylamino)-2-oxoethyl)-(cyclopropyl)amino)-2-oxoethyl)-1H-indazole-3-carboxamide ClC=1C=C2C(=NN(C2=CC1)CC(=O)N(C1CC1)CC(=O)NCC1=C(C(=CC=C1)Cl)F)C(=O)N